CC1=NOC(=C1C#CC=1C(=C2C(C=C(NC2=CC1F)C=1C=C(C#N)C=CC1S(=O)(=O)C)=O)F)C 3-(6-((3,5-Dimethylisoxazol-4-yl)ethynyl)-5,7-difluoro-4-oxo-1,4-dihydroquinolin-2-yl)-4-(methylsulfonyl)benzonitrile